FC(OC1=CC2=C(N=C(O2)C=2C(=C(C=CC2)C2=C(C(=CC=C2)C2=CC(=C(C=C2)C=O)F)C)C)C=C1CN1[C@@H](CCC1)C(=O)OC)F methyl ((6-(difluoromethoxy)-2-(3''-fluoro-4''-formyl-2,2'-dimethyl-[1,1':3',1''-terphenyl]-3-yl)benzo[d]oxazol-5-yl)methyl)-L-prolinate